FC1=C2C=CNC2=CC=C1NC(=O)C1=CC=2C3=C(COC2C=C1C=1C(=NC(=CC1)C(NCCC)=O)C(=O)OC)C=CS3 methyl 3-(8-((4-fluoro-1H-indol-5-yl)carbamoyl)-4H-thieno[3,2-c]chromen-7-yl)-6-(propylcarbamoyl)picolinate